COC1=NC=CC=C1N1C(CCC1)=O 1-(2-methoxypyridin-3-yl)pyrrolidin-2-one